(1S,3S)-3-((2-cyclopropyl-6-(5-((((2-fluoropropyl)(methyl)aminocarbonyl)oxy)methyl)-1-methyl-1H-1,2,3-triazol-4-yl)pyridin-3-yl)oxy)cyclohexane-1-carboxylic acid methyl ester COC(=O)[C@@H]1C[C@H](CCC1)OC=1C(=NC(=CC1)C=1N=NN(C1COC(=O)N(C)CC(C)F)C)C1CC1